OC=1C=C(C(=O)O)C=C(C1C(C)C)O 3,5-dihydroxy-4-isopropylbenzoic acid